ClCC(CCl)OP(=O)(OC(CCl)CCl)OC(CCl)CCl.C(C)OC1=NC=CC=C1C1=NC=C(C=C1)C1(CCN(CC1)C1=C(C=C(C=C1)C(F)(F)F)F)C(=O)NCCNC 4-{2'-ethoxy-[2,3'-bipyridine]-5-yl}-1-[2-fluoro-4-(trifluoromethyl)phenyl]-N-[2-(methylamino)ethyl]piperidine-4-carboxamide tris(1,3-dichloro-2-propyl)phosphate